O=C(CCC(=O)NCC1=CC(=CC=C1)C(F)(F)F)N1C(C2=CC=CC=C2CC1)C1=C(C=CC=C1)C 4-Oxo-4-(1-(2-tolyl)-3,4-dihydro-1H-isoquinolin-2-yl)-N-[[3-(trifluoromethyl)-phenyl]methyl]butyric acid amide